C1(=CC=C(C=C1)C(\C=C\C1=CC(=C(C=C1)O)OC)=O)C1=CC=CC=C1 (e)-1-([1,1'-biphenyl]-4-yl)-3-(4-hydroxy-3-methoxyphenyl)prop-2-en-1-one